ClC=1C=C(C=CC1)C=1N=C(NC1C1=CC=CC=C1)C=1SC=CC1 4-(3-Chlorophenyl)-5-phenyl-2-(2-thienyl)imidazole